(2-ethoxyl)ethylenediamine O(CC)C(CN)N